1,2,4-benzenetricarboxylic acid tris(decyl)ester C(CCCCCCCCC)OC(=O)C=1C(=CC(=CC1)C(=O)OCCCCCCCCCC)C(=O)OCCCCCCCCCC